OC1=C(C(=CC=C1)C)C=1C(=CC=CC1C)C(N)=S (S)-2'-hydroxy-6,6'-dimethyl-[1,1'-biphenyl]-2-thioamide